ClC1=NC(=C2C(=N1)NN=C2C)NCCN(CCO)C 2-[[2-([6-chloro-3-methyl-1H-pyrazolo[3,4-d]pyrimidin-4-yl]amino)ethyl](methyl)amino]ethanol